P1(OC2=C(C=C(C=C2)C(C)(C)C2=CC(=C(C=C2)O1)C(C)(C)C)C(C)(C)C)[O-] 4,4'-isopropylidenebis(2-tertbutylphenyl) phosphite